C(C)OC(=O)C1=C(C2=C(S1)C=CC=C2COC)CBr 3-(bromomethyl)-4-(methoxymethyl)benzo[b]thiophene-2-carboxylic acid ethyl ester